[N+](=[N-])=CC(=O)OCCCCCCCCCCCCCCCCCC Octadecyl Diazoacetate